NC(C1=CC=C(C=C1)C1=C(CCCC2=C1C=CC=C2)C2=C(C=C(C=C2)Cl)Cl)C2CN(C2)CCCF 9-(4-(Amino(1-(3-fluoropropyl)azetidin-3-yl)methyl)phenyl)-8-(2,4-dichlorophenyl)-6,7-dihydro-5H-benzo[7]annulen